O=C1N(C=CC=C1C#N)C1=CC=CC=C1 2-oxo-1-phenyl-1,2-dihydropyridine-3-carbonitrile